potassium hydrogen phosphate monohydrate O.P(=O)(O)([O-])[O-].[K+].[K+]